NC1=NC=2C3=C(C(CC2C=N1)(C)C)C(=NN3)C(=O)NC=3SC=C(N3)COC3(CCN(CC3)C3CCCCCC3)C 8-amino-N-(4-{[(1-cycloheptyl-4-methylpiperidin-4-yl)oxy]methyl}-1,3-thiazol-2-yl)-4,4-dimethyl-4,5-dihydro-1H-pyrazolo[4,3-H]quinazoline-3-carboxamide